BrC=1C=C(OC(C(=O)OC(C)(C)C)(C)C)C=CC1Cl tert-butyl 2-(3-bromo-4-chlorophenoxy)-2-methylpropanoate